(7S)-2-(((1-(cyclobutylmethyl)-1H-pyrazol-4-yl)methyl)amino)-4,5,7,8-tetramethyl-7,8-dihydropteridin-6(5H)-one C1(CCC1)CN1N=CC(=C1)CNC1=NC=2N([C@H](C(N(C2C(=N1)C)C)=O)C)C